4-(methylsulfonyl)-1-((4-phenoxybutyryl)glycyl)pyrrolidine-2-carboxamide CS(=O)(=O)C1CC(N(C1)C(CNC(CCCOC1=CC=CC=C1)=O)=O)C(=O)N